1,4-bis(2-(4-(1,3,5-trimethyl-2,4,6-triphenyl-1H-pyridin-4-yl)phenoxy)ethyl)benzene CN1C(=C(C(C(=C1C1=CC=CC=C1)C)(C1=CC=CC=C1)C1=CC=C(OCCC2=CC=C(C=C2)CCOC2=CC=C(C=C2)C2(C(=C(N(C(=C2C)C2=CC=CC=C2)C)C2=CC=CC=C2)C)C2=CC=CC=C2)C=C1)C)C1=CC=CC=C1